(R)-1-(5-Fluoropyridin-3-yl)-2-((1-((1s,4S)-4-methoxycyclohexyl)-2-methylpropan-2-yl)amino)ethan-1-ol FC=1C=C(C=NC1)[C@H](CNC(CC1CCC(CC1)OC)(C)C)O